((R)-1-((R)-2-(3-methylureido)-4-morpholino-4-oxobutanamido)-4-phenylbutyl)boronic acid CNC(N[C@@H](C(=O)N[C@@H](CCCC1=CC=CC=C1)B(O)O)CC(=O)N1CCOCC1)=O